2-{[7-amino-4-(4-amino-3-chlorophenyl)-1-oxo-2,3-dihydro-1H-isoindol-2-yl]methyl}prop-2-enenitrile NC=1C=CC(=C2CN(C(C12)=O)CC(C#N)=C)C1=CC(=C(C=C1)N)Cl